6-methyl-1,4-dihydropyridine CC1=CCC=CN1